(2S,5S)-4-[4-(difluoromethyl)bicyclo[2.2.1]heptane-1-carbonyl]-2,3,4,5-tetrahydro-2,5-methanopyrido[3,4-f][1,4]oxazepine-9-carbonitrile FC(C12CCC(CC1)(C2)C(=O)N2C[C@H]1OC3=C([C@@H]2C1)C=NC=C3C#N)F